OCC[N+](C)(C)C.P([O-])(=O)(OP(=O)([O-])[O-])OC[C@@H]1[C@H]([C@H]([C@@H](O1)N1C(=O)N=C(N)C=C1)O)O.OCC[N+](C)(C)C.OCC[N+](C)(C)C Cytidine diphosphate cholin